N-(3-fluoro-4-(piperidin-1-yl)phenyl)-2-(3-(hydroxymethyl)pyrrolidin-1-yl)-5-(2,2,2-trifluoroethyl)oxazole-4-carboxamide FC=1C=C(C=CC1N1CCCCC1)NC(=O)C=1N=C(OC1CC(F)(F)F)N1CC(CC1)CO